C(C)(C)(C)C1=CC=C(C=C1)[C@H](C)NC(=O)C1=CC=C2C(=C(N(C2=C1)CC1CC1)C)CC=1C=CC(=C(O[C@@H](C(=O)OC)C)C1)Cl methyl (R)-2-(5-((6-(((S)-1-(4-(tert-butyl)phenyl)ethyl)carbamoyl)-1-(cyclopropylmethyl)-2-methyl-1H-indol-3-yl)methyl)-2-chlorophenoxy)propanoate